2-chloro-7,7-difluoro-6,7-dihydro-5H-cyclopenta[b]pyridine ClC1=CC=C2C(=N1)C(CC2)(F)F